C(C)C(CC12C(CC(C=C1)C2)C(=O)O)CCCC 2-ethylhexyl-bicyclo[2.2.1]Hept-5-ene-2-carboxylic acid